Cl.C1(CCC1)CN1CCC2(CC(C2)N(C(=O)C=2NC=CC2)C2=CC=CC=C2)CC1 N-(7-(cyclobutylmethyl)-7-azaspiro[3.5]nonan-2-yl)-N-phenyl-1H-pyrrole-2-carboxamide hydrochloride